C(C)(C)(C)[Si](Cl)(C)C t-butyl-dimethylchlorosilane